C(#N)N=C(NCCCCCC1CN(CC1)C(C1=C(C=CC=C1OC)OC)=O)NC1=C(C=NC=C1)F 2-cyano-1-(5-(1-(2,6-dimethoxybenzoyl)pyrrolidine-3-yl)pentyl)-3-(3-fluoro-4-pyridinyl)guanidine